C(#N)[C@H](C[C@H]1C(NCC1)=O)NC(=O)[C@@H]1[C@H]2[C@H]3CC[C@@H]([C@H]2CN1C([C@H](C(C#C)(C)C)NC(C(F)(F)F)=O)=O)C3 (1S,2S,3S,6R,7R)-N-[(1S)-1-cyano-2-[(3S)-2-oxopyrrolidin-3-yl]ethyl]-4-[(2S)-3,3-dimethyl-2-(2,2,2-trifluoroacetamido)pent-4-ynoyl]-4-azatricyclo[5.2.1.0{2,6}]decane-3-carboxamide